ethyl 1-(5-(2',7-dimethyl-1H,2'H-[3,4'-biindazol]-1-yl)pyridin-2-yl)piperidine-4-carboxylate CN1N=C2C=CC=C(C2=C1)C1=NN(C2=C(C=CC=C12)C)C=1C=CC(=NC1)N1CCC(CC1)C(=O)OCC